C(C)OC(=O)C1=C(SC(=C1C(=O)OCC)N=CC=1SC(=CC1)[N+](=O)[O-])NC(CC1=CC=CC=C1)=O 2-phenylacetamido-5-(5-nitrothiophene-2-yl)methyleneaminothiophene-3,4-dicarboxylic acid diethyl ester